ClC=1C=C(C=C(C1)NS(=O)(=O)C)NC(=O)C=1C=NN(C1)C1=NC=CC(=C1)N1CCNCC1 N-(3-chloro-5-(methylsulfonamido)phenyl)-1-(4-(piperazin-1-yl)pyridin-2-yl)-1H-pyrazole-4-carboxamide